2-carboxymethyl-2-hydroxycarbonylbicyclo[2.2.1]Hept-5-ene C(=O)(O)CC1(C2C=CC(C1)C2)C(=O)O